O[C@@H]1C[C@H](N(C1)C(C(C(C)C)C1=CC(=NO1)OCCCCCCCCC(=O)O)=O)C(NCC1=CC=C(C=C1)C1=C(N=CS1)C)=O 9-((5-(1-((2S,4R)-4-hydroxy-2-((4-(4-methylthiazol-5-yl)benzyl)carbamoyl)pyrrolidin-1-yl)-3-methyl-1-oxobutan-2-yl)isoxazol-3-yl)oxy)nonanoic acid